N-[(E)-N-methoxy-C-methyl-carbonimidoyl]-4-(5-(trifluoro-methyl)-1,2,4-oxadiazol-3-yl)benzamide CO\N=C(/C)\NC(C1=CC=C(C=C1)C1=NOC(=N1)C(F)(F)F)=O